N-(2-Chloro-4-(trifluoromethyl)phenyl)-1-(5,6-dihydropyrrolo[3,4-c]pyrazol-1(4H)-yl)cyclobutane-1-formamide ClC1=C(C=CC(=C1)C(F)(F)F)NC(=O)C1(CCC1)N1N=CC2=C1CNC2